F[C@H]1CN(CC[C@H]1NC1=C2C=C(N(C2=CC=C1)CC(F)(F)F)C1=NOC(=N1)CNC(=O)C=1SC(=CC1)CN1CCOCC1)C N-[[3-[4-[[(3S,4R)-3-fluoro-1-methyl-4-piperidyl]amino]-1-(2,2,2-trifluoroethyl)indol-2-yl]-1,2,4-oxadiazol-5-yl]methyl]-5-(morpholinomethyl)thiophene-2-carboxamide